ClC=1C=C(C=2CCC(C2C1)O)S(=O)(=O)NC1=C(C(=C(C=C1)F)C=1C=C2C=NC(=NC2=CC1)F)F 6-chloro-N-[2,4-difluoro-3-(2-fluoroquinazolin-6-yl)phenyl]-1-hydroxy-2,3-dihydro-1H-indene-4-sulfonamide